OC1=C(C(=O)O)C=C(C(=C1)O)CCC 2,4-dihydroxy-5-propylbenzoic acid